Cl.OC(C[N+](C)(C)C)C 2-hydroxypropyl-trimethylammonium hydrochloride